ClC=1C(=CC=C2N=CC(=NC12)C=1C=NN(C1)C1CC(C1)N1CC(C1)O)OC=1C=CC2=C(NC(=N2)C)C1 1-((1s,3s)-3-(4-(8-Chloro-7-((2-methyl-1H-benzo[d]imidazol-6-yl)oxy)quinoxalin-2-yl)-1H-pyrazol-1-yl)cyclobutyl)azetidin-3-ol